FC1(CC(CC1)N1N=CC(=C1)C(=O)NCC1=NC(=NO1)C=1N(C2=CC=CC(=C2C1)N[C@H]1[C@H](CN(CC1)C)F)CC(F)(F)F)F 1-(3,3-difluorocyclopentyl)-N-{[3-(4-{[(3S,4R)-3-fluoro-1-methylpiperidin-4-yl]amino}-1-(2,2,2-trifluoroethyl)-1H-indol-2-yl)-1,2,4-oxadiazol-5-yl]methyl}-1H-pyrazole-4-carboxamide